ON(C12NC(=NC(N1)(O2)N(CC2=CC=CC=C2)O)N(CC2=CC=CC=C2)O)CC2=CC=CC=C2 epoxy-2,4,6-tris(hydroxybenzylamino)-s-triazine